FC1=C(C=O)C(=CC(=C1)C=1C=NN(C1)C)F 2,6-difluoro-4-(1-methyl-1H-pyrazol-4-yl)benzaldehyde